2-[[(5-methyl-1,2,4-oxadiazol-3-yl)methyl]thio]-N-[2-(methylphenylamino)propyl]-benzamide CC1=NC(=NO1)CSC1=C(C(=O)NCC(C)N(C2=CC=CC=C2)C)C=CC=C1